adipic acid di(2-ethylhexyl) ester C(C)C(COC(CCCCC(=O)OCC(CCCC)CC)=O)CCCC